C(#N)C1=CC=C(COC2=C(C(=O)NC=3C=NC=CC3)C=CC=C2)C=C1 2-((4-cyano)benzyloxy)-N-(pyridin-3-yl)benzamide